OC(CC(=O)OCCC(C)O)C (D)-3-hydroxybutyl (D)-3-hydroxybutanoate